CN1N=CN=C1C1=CC=C(C=C1)B(O)O (4-(1-methyl-1H-1,2,4-triazol-5-yl)phenyl)boronic acid